4-{[1-(2-fluoro-6-nitrophenyl)piperidin-4-yl]methyl}-3,5-dimethylmorpholine FC1=C(C(=CC=C1)[N+](=O)[O-])N1CCC(CC1)CN1C(COCC1C)C